N1C(=NC2=C1C=CC=C2)S(=O)(=O)N 1H-benzo[D]imidazole-2-sulfonamide